1-toluenethiol CC1(CC=CC=C1)S